2-chloro-4-(8-(4-(6-(1-(2-(2,6-dioxopiperidin-3-yl)-1,3-dioxoisoindolin-5-yl)azetidin-3-yl)-2,6-diazaspiro[3.3]heptane-2-carbonyl)phenyl)-2,8-diazaspiro[4.5]decan-2-yl)benzonitrile ClC1=C(C#N)C=CC(=C1)N1CC2(CC1)CCN(CC2)C2=CC=C(C=C2)C(=O)N2CC1(C2)CN(C1)C1CN(C1)C=1C=C2C(N(C(C2=CC1)=O)C1C(NC(CC1)=O)=O)=O